COC1=CC=C(CN(S(=O)(=O)C=2C=C(CCOC3=NC=CC(=C3)C3=C(C(=CC=C3)C(C)C)CC(=O)O)C=C(C2)C(C)(C)O)CC2=CC=C(C=C2)OC)C=C1 2-(2-(2-(3-(N,N-bis(4-methoxybenzyl)sulfamoyl)-5-(2-hydroxypropan-2-yl)-phenethoxy)pyridin-4-yl)-6-isopropylphenyl)acetic acid